C(C)OC(=O)C=1N(C2=CC(=CC=C2C1)N1CCN(CC1)C)C 1-Methyl-6-(4-methylpiperazine-1-yl)-indole-2-carboxylic acid ethyl ester